BrCCCCN1N=NC2=C1C=CC(=C2C)C(CC(=O)OCC)C2=CC(=CC=C2)CN2S(OC1=C(C2)C=C(C=C1)O)(=O)=O ethyl 3-[1-(4-bromobutyl)-4-methyl-1H-benzotriazol-5-yl]-3-{3-[(6-hydroxy-2,2-dioxo-2H-1,2λ6,3-benzoxathiazin-3(4H)-yl)methyl]phenyl}propanoate